C(C)(C)(C)C1=C(C=CC=C1)N1C(N=C(C2=C1N=C(C(=C2)F)C2=C(C=CC=C2O)F)N2[C@H](CN(CC2)C(=O)OC(C)(C)C)C)=O (3S)-tert-Butyl 4-(1-(2-(tert-butyl)phenyl)-6-fluoro-7-(2-fluoro-6-hydroxyphenyl)-2-oxo-1,2-dihydropyrido[2,3-d]pyrimidin-4-yl)-3-methylpiperazine-1-carboxylate